OC(CC1=CC=C(C=N1)C1=NN2C(O[C@@H](CC2)C)=C1C(=O)N[C@@H]1C(NC2=C(C(=N1)C1=CC=CC=C1)C=CC=C2)=O)C (5R)-2-[6-(2-Hydroxypropyl)pyridin-3-yl]-5-methyl-N-[(3S)-2-oxo-5-phenyl-1,3-dihydro-1,4-benzodiazepin-3-yl]-6,7-dihydro-5H-pyrazolo[5,1-b][1,3]oxazine-3-carboxamide